2,3-di(2-pyridyl)pyrazine palladium [Pd].N1=C(C=CC=C1)C1=NC=CN=C1C1=NC=CC=C1